(1R,4S)-4-(3,4-dichlorophenyl)-1,2,3,4-tetrahydro-1-naphthalenamine ClC=1C=C(C=CC1Cl)[C@@H]1CC[C@H](C2=CC=CC=C12)N